N-(1,2,3,6-tetrahydropyrimidine-4-yl)-2-phenyl-acetamide N1CNC(=CC1)NC(CC1=CC=CC=C1)=O